(2R,4R)-2-dimethylcarbamoyl-4-methanesulfonyloxy-1-(p-nitrobenzyloxycarbonyl)pyrrolidine CN(C(=O)[C@@H]1N(C[C@@H](C1)OS(=O)(=O)C)C(=O)OCC1=CC=C(C=C1)[N+](=O)[O-])C